C(OC=1C=CC2=C(N=C(O2)C2=CN=C(C3=CN=C(C=C23)N)NC([2H])([2H])[2H])C1)([2H])([2H])[2H] 4-(5-(methoxy-d3)benzo[d]oxazol-2-yl)-N1-(methyl-d3)-2,7-naphthyridine-1,6-diamine